C1(=CCCCC1)C#N cyclohexenecarbonitrile